(2Z)-non-2-en-1-yl 7-[(tert-butyldimethylsilyl)oxy]-8-(11,11,12,12-tetramethyl-9-{6-[(2Z)-non-2-en-1-yloxy]-6-oxohexyl}-1,1,1-triphenyl-2,10-dioxa-7-aza-11-silatridecan-7-yl)octanoate [Si](C)(C)(C(C)(C)C)OC(CCCCCC(=O)OC\C=C/CCCCCC)CN(CCCCOC(C1=CC=CC=C1)(C1=CC=CC=C1)C1=CC=CC=C1)CC(O[Si](C(C)(C)C)(C)C)CCCCCC(=O)OC\C=C/CCCCCC